(5S)-3-Oxo-2-{[2-(trifluoromethyl)-1,8-naphthyridin-3-yl]methyl}-2,3,5,6,7,8-hexahydro[1,2,4]triazolo[4,3-a]pyridine-5-carboxylic acid O=C1N(N=C2N1[C@@H](CCC2)C(=O)O)CC=2C(=NC1=NC=CC=C1C2)C(F)(F)F